2-[[4-[[(3-Bromophenyl)methyl]amino]-6-(1-piperazinyl)-2-pyrimidinyl]amino]-4-methyl-5-thiazolecarboxylic acid ethyl ester C(C)OC(=O)C1=C(N=C(S1)NC1=NC(=CC(=N1)NCC1=CC(=CC=C1)Br)N1CCNCC1)C